2-[2-[[6-(hydroxymethyl)-8-piperidin-1-ylpyridino[3,4-d]pyrimidin-2-yl]amino]-7,8-dihydro-5H-1,6-naphthyridin-6-yl]ethanol OCC1=CC2=C(N=C(N=C2)NC2=NC=3CCN(CC3C=C2)CCO)C(=N1)N1CCCCC1